N-(3-(6-(5-hydroxypent-1-yn-1-yl)-5-morpholinopyridin-3-yl)-4-methylphenyl)-2-(trifluoromethyl)isonicotinamide OCCCC#CC1=C(C=C(C=N1)C=1C=C(C=CC1C)NC(C1=CC(=NC=C1)C(F)(F)F)=O)N1CCOCC1